N-(1-(2-((2,6-dioxopiperidin-3-yl)amino)benzyl)piperidin-4-yl)-2-fluoro-5-methoxy-4-((4-((2-methyl-3-oxoisoindolin-4-yl)oxy)-5-(trifluoromethyl)pyrimidin-2-yl)amino)benzamide O=C1NC(CCC1NC1=C(CN2CCC(CC2)NC(C2=C(C=C(C(=C2)OC)NC2=NC=C(C(=N2)OC2=C3C(N(CC3=CC=C2)C)=O)C(F)(F)F)F)=O)C=CC=C1)=O